O[C@@]([C@@H](/C=C/[C@@H]([C@H](C=O)\C(\C)=C\C=C\[C@](CCC1=CC=CC=C1)(C)O)C)OC(C)=O)(CC[C@H](CC=O)O)C Acetic acid [(2s,3s,4e,6r,7r,10r)-7,10-dihydroxy-2-[(2e,4e,6r)-6-hydroxy-6-methyl-8-phenyloct-2,4-dien-2-yl]-3,7-dimethyl-12-oxo-1-oxododec-4-en-6-yl] ester